BrC=1C=NN(C1)C=1C(=NC=CC1)OC 3-(4-bromopyrazol-1-yl)-2-methoxy-pyridine